O=C1NC(CCC1C1=NN(C2=CC(=CC=C12)N1CCC(CC1)CN1CCC(CC1)NC([O-])=O)C)=O (1-((1-(3-(2,6-dioxopiperidin-3-yl)-1-methyl-1H-indazol-6-yl)piperidin-4-yl)methyl)piperidin-4-yl)carbamate